ClC=1C(=C(CN2[C@H](C[C@](CC2)(C(=O)O)CC2=NC(=CC=C2F)NC2=NNC(=C2)C)CC)C=CC1)F (2S,4S)-1-(3-chloro-2-fluorobenzyl)-2-ethyl-4-((3-fluoro-6-((5-methyl-1H-pyrazol-3-yl)amino)pyridin-2-yl)methyl)piperidine-4-carboxylic acid